Cl[O-].[Ca+2].BrC1=CC(=C(C(=C1)O)O)C=NCCC1=CC=CC=C1.Cl[O-] 5-bromo-3-((phenethyl-imino)methyl)benzene-1,2-diol calcium hypochlorite